F[C@@H]1CN(CC[C@H]1NC1=NN2C(C=N1)=C(N=C2C(C)CC)I)C(=O)OC(C)(C)C tert-butyl (3R,4R)-3-fluoro-4-{[5-iodo-7-(sec-butyl)imidazo[4,3-f][1,2,4]triazin-2-yl]amino}piperidine-1-carboxylate